FC(C1=CC2=C(CC(O2)C=2C=C(C=CC2)C2=NN=NN2)C=C1)(F)F 5-(3-(6-(trifluoromethyl)-2,3-dihydrobenzofuran-2-yl)phenyl)-1H-tetrazole